2-fluoro-N-((2-fluorophenyl)(methyl)(oxo)-λ6-sulfaneylidene)-4-(5-(trifluoromethyl)-1,2,4-oxadiazol-3-yl)benzamide FC1=C(C(=O)N=S(=O)(C)C2=C(C=CC=C2)F)C=CC(=C1)C1=NOC(=N1)C(F)(F)F